CN(C)CC1=CN=C2N1C=C(C=C2)C2=C(OCCC=1C(=NN(C1C)C)C(C)O)C=C(C=C2)F 1-(4-(2-(2-(3-((dimethylamino)methyl)imidazo[1,2-a]pyridin-6-yl)-5-fluorophenoxy)ethyl)-1,5-dimethyl-1H-pyrazol-3-yl)ethan-1-ol